CN(C1CCN(CC1)CC=1C=NC(=NC1)NC1=NC=C(C(=N1)C1=CC2=C(N=C3N2C(CCC3)C)C(=C1)F)F)C N-(5-((4-(dimethylamino)piperidin-1-yl)methyl)pyrimidin-2-yl)-5-fluoro-4-(6-fluoro-1-methyl-1,2,3,4-tetrahydrobenzo[4,5]imidazo[1,2-a]pyridin-8-yl)pyrimidin-2-amine